CN1N=CC=C1C(=O)NN 1-methyl-1H-pyrazole-5-carbohydrazide